O(C=1C(C(=C(N(C1)CC(CCCC)CC)CC)O)=O)C=1C(C(=C(N(C1)CC(CCCC)CC)CC)O)=O oxybis(N-(2-ethylhexyl)-2-ethyl-3-hydroxypyridin-4-one)